N-(6-amino-5-methyl-3-pyridyl)-2-[(2R,5S)-2-cyclohexyl-5-methyl-1-piperidyl]-2-oxo-acetamide NC1=C(C=C(C=N1)NC(C(=O)N1[C@H](CC[C@@H](C1)C)C1CCCCC1)=O)C